tert-butyl 3-((1-(3-(2,6-bis(benzyloxy)pyridin-3-yl)-1-methyl-1H-indazol-7-yl)piperidin-4-yl)methyl)piperidine-1-carboxylate C(C1=CC=CC=C1)OC1=NC(=CC=C1C1=NN(C2=C(C=CC=C12)N1CCC(CC1)CC1CN(CCC1)C(=O)OC(C)(C)C)C)OCC1=CC=CC=C1